BrC1=CC=2N(C3=CC=CC=C3C2C=C1)CCCCCOC1=NC=NC2=CC=CC=C12 2-Bromo-9-(5-(quinazolin-4-yloxy)pentyl)-9H-carbazole